[Pt+2].C(C(=O)O)(=O)O oxalic acid platinum (II)